7-bromo-5-chloro-8-fluoro-3,4-dihydronaphthalen-1(2H)-one BrC1=CC(=C2CCCC(C2=C1F)=O)Cl